FC=1C=C(C=CC1)C=1N=NN(C1)[C@H]1[C@H]([C@H](O[C@H]([C@@H]1O)NCCOC)CO)O (2R,3R,4S,5R,6R)-4-(4-(3-fluorophenyl)-1H-1,2,3-triazol-1-yl)-2-(hydroxymethyl)-6-((2-methoxyethyl)amino)tetrahydro-2H-pyran-3,5-diol